C(C=C)(=O)OC1=C(C=C(C=C1CC1=C(C(=CC(=C1)C)C(C)(C)C)O)C)CCCC butyl-6-(3-t-butyl-2-hydroxy-5-methylbenzyl)-4-methylphenyl acrylate